CNC(CCC)C1=CC=C(C=C1)CCCN1CCC(CC1)CNC=1SC=CN1 N-((1-(3-(4-(1-(methylamino)butyl)phenyl)propyl)piperidin-4-yl)methyl)thiazol-2-amine